tert-butyl 6-[tert-butyl(dimethyl)silyl]oxy-4-(4,4,5,5-tetramethyl-1,3,2-dioxaborolan-2-yl)cyclohept-3-ene-1-carboxylate [Si](C)(C)(C(C)(C)C)OC1CC(=CCC(C1)C(=O)OC(C)(C)C)B1OC(C(O1)(C)C)(C)C